CN(C=1C=C(C=CC1)C1N(CCCC1)C(C(=O)N)=O)C 2-[2-[3-(Dimethylamino)phenyl]-1-piperidyl]-2-oxo-acetamide